O1[C@@H](COCC1)CN1CCN(C2(CCC2)C1)C1=NN(C(=C1C1=C2C=NNC2=CC(=C1Cl)C)C)C1CC2(CN(C2)C(C=C)=O)C1 (R)-1-(6-(3-(8-((1,4-Dioxan-2-yl)methyl)-5,8-diazaspiro[3.5]nonan-5-yl)-4-(5-chloro-6-methyl-1H-indazol-4-yl)-5-methyl-1H-pyrazol-1-yl)-2-azaspiro[3.3]heptan-2-yl)prop-2-en-1-one